FC1=CC(=C(C=C1)C=1C=C2CC(C(C2=CC1)NC(O[C@@H]1CN2CCC1CC2)=O)(C)C)OCCC (S)-quinuclidin-3-yl (5-(4-fluoro-2-propoxyphenyl)-2,2-dimethyl-2,3-dihydro-1H-inden-1-yl)carbamate